3-ethyl-8-fluoro-2,4-dioxo-1,2,3,4-tetrahydroquinazoline-7-carbaldehyde C(C)N1C(NC2=C(C(=CC=C2C1=O)C=O)F)=O